CC1(OB(OC1(C)C)C1=CC(=CC=C1)C=1C=CC=2C3(C4=CC=CC=C4OC2C1)C1=CC=CC=C1C=1C=CC=CC13)C 4,4,5,5-tetramethyl-2-(3-(spiro[fluorene-9,9'-xanthen]-3'-yl)phenyl)-1,3,2-dioxaborolane